OC1=CC=CC2=CC=C3C=CC(=NC3=C21)[O-].OC2=CC=CC1=CC=C3C=CC(=NC3=C12)[O-].[Be+2] beryllium bis(10-hydroxybenzo[h]quinolinolate)